F[C@H]1[C@@H](C1)C(=O)NC=1SC2=C(N1)C=CC(=C2)C=2C=NC=CC2C (1s,2r)-2-fluoro-N-(6-(4-methylpyridin-3-yl)benzo[d]thiazol-2-yl)cyclopropane-1-carboxamide